5-[2-(4-Fluoro-phenyl)-ethyl]-3-hydroxy-4-hydroxymethyl-pyridin FC1=CC=C(C=C1)CCC=1C(=C(C=NC1)O)CO